OC1=CC=CC=2CC(OC(C21)=O)C2=CC=C(C=C2)OC 3,4-Di-hydro-8-hydroxy-3-(4-methoxyphenyl)-1H-2-benzopyran-1-one